C(#N)C=1C=C(C=CC1)NC(N(C)C1=CC=C(OC2CN(C2)C=2C(=C(C(=O)O)C=CC2)N2C=CC=C2)C=C1)=O 3-(3-(4-(3-(3-cyanophenyl)-1-methylureido)phenoxy)azetidin-1-yl)-2-(1H-pyrrole-1-yl)benzoic acid